3-fluoro-5-bromo-benzoyl chloride FC=1C=C(C(=O)Cl)C=C(C1)Br